tetrahydrofurylacrylate O1C(CCC1)C(C(=O)[O-])=C